isopropyl (6-(5-amino-4-fluoro-2-methylphenyl)-8,9-dihydroimidazo[1',2':1,6]pyrido[2,3-d]pyrimidin-2-yl)carbamate NC=1C(=CC(=C(C1)C1=CC2=C(N=C(N=C2)NC(OC(C)C)=O)N2C1=NCC2)C)F